tetrahydropyran-2-yl-purine ethyl-(S)-3-amino-3-(4'-chloro-4-fluoro-2'-hydroxy-6'-methyl-5-(trifluoromethyl)-[1,1'-biphenyl]-3-yl)propanoate C(C)OC(C[C@@H](C=1C=C(C=C(C1F)C(F)(F)F)C1=C(C=C(C=C1C)Cl)O)N)=O.O1C(CCCC1)C1=NC=C2NC=NC2=N1